(3,4-difluorophenyl)-4-{6-methyl-4-[(1-methylcyclopropyl)amino]furo[2,3-d]pyrimidin-5-carbonyl}piperazin-2-one FC=1C=C(C=CC1F)N1C(CN(CC1)C(=O)C1=C(OC=2N=CN=C(C21)NC2(CC2)C)C)=O